ClC1=NC(=NC(=N1)Cl)C1=CC2=C(OC3=C2C=CC=C3)C=C1 2,4-dichloro-6-dibenzofuran-2-yl-1,3,5-triazine